S(=O)([O-])SS(=O)[O-] trithionite